NC1CCC(CC1)NC1=NC2=CC(=C(C=C2C=N1)C1=CC(=C(C=C1)NS(=O)(=O)C1=C(C=CC=C1)Cl)F)C N-(4-(2-(((1r,4r)-4-aminocyclohexyl)amino)-7-methylquinazolin-6-yl)-2-fluorophenyl)-2-chlorobenzene-sulfonamide